N[C@H](C=1CC=CCC1)C(=O)O 2,5-dihydro-D-phenylglycine